3,4-dimethyl-2-hexanone CC(C(C)=O)C(CC)C